C(#N)C1=NC=C(C=N1)C=1C=C2C(=NC1)N(N=C2C(=O)C=2C(=C(C(=CC2)F)NS(=O)(=O)CCC)F)C2OCCOC2 N-[3-[5-(2-cyanopyrimidin-5-yl)-1-(dioxan-2-yl)pyrazolo[3,4-b]Pyridine-3-carbonyl]-2,6-difluorophenyl]Propane-1-sulfonamide